β-(3,4-epoxycyclohexyl)ethyltriethoxysilan C1(CC2C(CC1)O2)CC[Si](OCC)(OCC)OCC